2-(6-(6-(3,5-difluoro-4-isopropoxy-benzyl)-3,6-diazabicyclo[3.1.1]heptan-3-yl)pyridin-3-yl)-N-(5-methyl-1H-pyrazol-3-yl)quinazolin-4-amine FC=1C=C(CN2C3CN(CC2C3)C3=CC=C(C=N3)C3=NC2=CC=CC=C2C(=N3)NC3=NNC(=C3)C)C=C(C1OC(C)C)F